1-(6-(4-fluoro-2-(2-(3-isobutyl-1,5-dimethyl-1H-pyrazol-4-yl)ethoxy)phenyl)-[1,2,4]triazolo[4,3-a]pyridin-3-yl)-N,N-dimethylmethanamine FC1=CC(=C(C=C1)C=1C=CC=2N(C1)C(=NN2)CN(C)C)OCCC=2C(=NN(C2C)C)CC(C)C